2-Chloro-N-[2-(7-fluoro-1H-indazole-4-carbonyl)-6-(3-hydroxy-3-methyl-but-1-ynyl)-5-methyl-3-pyridyl]acetamide ClCC(=O)NC=1C(=NC(=C(C1)C)C#CC(C)(C)O)C(=O)C=1C=2C=NNC2C(=CC1)F